ClC1=CC2=C(N=CNC2=O)N1C1=CC(=C(C=C1)[C@@H]1N(CCOC1)C(=O)OC(C)(C)C)C tert-butyl (S)-3-(4-(6-chloro-4-oxo-3,4-dihydro-7H-pyrrolo[2,3-d]pyrimidin-7-yl)-2-methylphenyl)morpholine-4-carboxylate